ClC1=CC=C(CN2N=C3C4=C(CCC3=C2)OC(=C4C)C(=O)NCCN4CCCCC4)C=C1 2-(4-chlorobenzyl)-8-methyl-N-[2-(piperidin-1-yl)ethyl]-4,5-dihydro-2H-furo[2,3-g]indazole-7-carboxamide